t-butyl 1-(methyl(pyrazin-2-yl)carbamoyl)-6-azaspiro[2.5]octane-6-carboxylate CN(C(=O)C1CC12CCN(CC2)C(=O)OC(C)(C)C)C2=NC=CN=C2